ClC1=C(C=CC=C1)C=1C(=CC=C(C1)C(F)(F)F)C(=O)N1CC[C@](CCC1)(C(=O)N[C@H](C)\C=C/S(=O)(=O)C)F (R)-1-(2'-chloro-5-(trifluoromethyl)-[1,1'-biphenyl]-2-carbonyl)-4-fluoro-N-((R,Z)-4-(methylsulfonyl)but-3-en-2-yl)azepane-4-carboxamide